C(C)OC(C[C@@H](C=1C=C(C=C(C1)F)C1=CC(=CC=C1)OC)N)=O (S)-3-amino-3-(5-fluoro-3'-methoxybiphenyl-3-yl)propionic acid ethyl ester